COC1=CC=C(CN(C=2C=C(C=CC2F)S(=O)(=O)N)CC2=CC=C(C=C2)OC)C=C1 3-(bis(4-methoxybenzyl)amino)-4-fluorobenzenesulphonamide